FC(COS(=O)(=O)C)N1C=NC=C1 methanesulfonic acid (2-fluoro-2-imidazol-1-yl-ethyl) ester